C(C)N1N=NC=C1C=1C=C(C(=O)OC)C=C(C1)F methyl 3-(1-ethyl-1H-1,2,3-triazol-5-yl)-5-fluorobenzoate